C(C(CCN)N)N butane-1,2,4-triamine